(4-(3-hydroxyoxetan-3-yl)phenyl)(4-(pyridin-4-yloxy)piperidin-1-yl)methanone OC1(COC1)C1=CC=C(C=C1)C(=O)N1CCC(CC1)OC1=CC=NC=C1